C1=C(C=CC2=CC=CC=C12)C(=O)N[C@@H](C(=O)N1[C@@H](C[C@H](C1)N1CCCCC1)C(=O)NC(C(C(=O)N)O)CCCCNC(=O)NC1CCCCC1)CC1CCCCC1 (2S,4R)-1-((R)-2-(2-naphthoylamino)-3-cyclohexylpropionyl)-N-(1-amino-7-(3-cyclohexylureido)-2-hydroxy-1-oxohept-3-yl)-4-(piperidin-1-yl)pyrrolidine-2-carboxamide